(S)-quinuclidin-3-yl ((R)-6-fluoro-5-(4-isopropoxy-3-methylphenyl)-2,2-dimethyl-2,3-dihydro-1H-inden-1-yl)carbamate FC1=C(C=C2CC([C@H](C2=C1)NC(O[C@@H]1CN2CCC1CC2)=O)(C)C)C2=CC(=C(C=C2)OC(C)C)C